6-(3,3-Difluorocyclobutyl)-1-methyl-4-[4-methyl-4-(5-methyl-1,3-benzooxazol-2-yl)piperidin-1-yl]-2-oxo-1,2-dihydroquinoline-3-carbonitrile FC1(CC(C1)C=1C=C2C(=C(C(N(C2=CC1)C)=O)C#N)N1CCC(CC1)(C=1OC2=C(N1)C=C(C=C2)C)C)F